CS(=O)(=O)OCCN1N=C2C=C(C(=CC2=C1)NC(=O)C1=NC(=CC=C1)C(F)(F)F)F 2-[6-Fluoro-5-[[6-(trifluoromethyl)pyridine-2-carbonyl]amino]indazol-2-yl]ethyl methanesulfonate